dibutoxyaluminum ethylacetoacetate C(C)OC(CC(=O)C)=O.C(CCC)O[Al]OCCCC